O[C@@H]1C[C@H]2[C@H](CCC3=C(O2)C=C(C=C3)C(=O)O)[C@H]1\C=C\C(C1(CC1)C1=C(C=CC=C1)C)O (1R,2R,3aS,10aR)-2-hydroxy-1-{(1E,3ξ)-3-hydroxy-3-[1-(2-methylphenyl)cyclopropyl]-1-propen-1-yl}-2,3,3a,9,10,10a-hexahydro-1H-benzo[b]cyclopenta[f]oxepin-6-carboxylic acid